ClC1=C(C=C(C(=C1)F)C1=C(C(=C(C(=C1F)F)F)F)F)O[C@H](C(=O)N1[C@@H](CCC1)C(=O)OC)C methyl ((S)-2-((4-chloro-2',3',4',5',6,6'-hexafluoro-[1,1'-biphenyl]-3-yl) oxy) propanoyl)-L-prolinate